Isooctyl-α-cyano-β,β-diphenylacrylate C(CCCCC(C)C)OC(C(=C(C1=CC=CC=C1)C1=CC=CC=C1)C#N)=O